octadecyl-3-(3,5-di-tert.butyl-4-hydroxy-phenyl)-propionate C(CCCCCCCCCCCCCCCCC)OC(CCC1=CC(=C(C(=C1)C(C)(C)C)O)C(C)(C)C)=O